C1(CCC1)N1N=CCC1 1-cyclobutyl-4,5-dihydro-1H-pyrazole